C(CCCCCCCC)OC(CCC#N)OCCCCCCCCC 4,4-bis(nonyloxy)butanenitrile